C(#N)C=1C=C(C=CC1)C1=CC(=NC=N1)NC(=O)[C@H]1CN(C(CO1)C)C(=O)[O-] (2R)-2-((6-(3-cyanophenyl) pyrimidin-4-yl) carbamoyl)-5-methylmorpholine-4-carboxylate